F[C@@H]1[C@@H](C1)C(=O)NC=1N=C2N(C=C(N=C2)C2=C3C=NNC3=C(C(=C2C)F)C2C(CCC2)O)C1 (1S,2S)-2-fluoro-N-(6-(6-fluoro-7-(2-hydroxycyclopentyl)-5-methyl-1H-indazol-4-yl)imidazo[1,2-a]pyrazin-2-yl)cyclopropane-1-carboxamide